9,12-octadecadienoic acid (Z,Z)-methyl ester COC(CCCCCCC\C=C/C\C=C/CCCCC)=O